tert-Butyl 5-(3-chloropropoxy)-3,4-dihydroisoquinoline-2(1H)-carboxylate ClCCCOC1=C2CCN(CC2=CC=C1)C(=O)OC(C)(C)C